C(C(C)C)N1CCC(CC1)N1CCC(=CC1)C1=CC2=C(C(=N1)C(F)(F)F)N=C(N2C)C2=CC=C(C=C2)S(=O)(=O)C 6-(1-(1-isobutylpiperidin-4-yl)-1,2,3,6-tetrahydropyridin-4-yl)-1-methyl-2-(4-(methylsulfonyl)phenyl)-4-(trifluoromethyl)-1H-imidazo[4,5-c]pyridine